benzofuran sulfonium salt [SH3+].O1C=CC2=C1C=CC=C2